N-cyclopropyl-6-fluoro-5-(4-((5-fluoro-2-methyl-3-oxo-3,4-dihydroquinoxalin-6-yl)methyl)piperazine-1-yl)pyridinamide C1(CC1)NC(=O)C1=NC(=C(C=C1)N1CCN(CC1)CC=1C(=C2NC(C(=NC2=CC1)C)=O)F)F